α,α-dibromododecanoic acid BrC(C(=O)O)(CCCCCCCCCC)Br